O=C1NC2=CC=CC=C2C=C1CC=1OC=C(N1)C(=O)O 2-((2-oxo-1,2-dihydroquinolin-3-yl)methyl)oxazole-4-carboxylic acid